2-chloro-N-(5-ethyl-2-((2,2,2-trifluoroethoxy)methyl)phenyl)acetamide benzyl-N-(3-{[1-(oxan-2-yl)-3-(tetramethyl-1,3,2-dioxaborolan-2-yl)-1H-indazol-5-yl]oxy}propyl)carbamate C(C1=CC=CC=C1)OC(NCCCOC=1C=C2C(=NN(C2=CC1)C1OCCCC1)B1OC(C(O1)(C)C)(C)C)=O.ClCC(=O)NC1=C(C=CC(=C1)CC)COCC(F)(F)F